F[C@H]1[C@H](C1)N1C(C(=CC=C1)NC(=O)C=1C(=CC=2N(C1)C=CN2)OC(C)C)=O N-(1-((1s,2r)-2-fluorocyclopropyl)-2-oxo-1,2-dihydropyridin-3-yl)-7-isopropoxylimidazo[1,2-a]pyridine-6-carboxamide